tert-butyl 2-[2-[4-fluoro-2-(2-methoxyethoxy)phenyl]-5-(1-methylpyrazol-4-yl)-3-pyridyl]-6,7-dihydro-4H-pyrazolo[1,5-a]pyrazine-5-carboxylate FC1=CC(=C(C=C1)C1=NC=C(C=C1C1=NN2C(CN(CC2)C(=O)OC(C)(C)C)=C1)C=1C=NN(C1)C)OCCOC